4-(trifluoromethyl)pyrimidine-5-carboxylic acid disodium salt [Na+].[Na+].FC(C1=NC=NC=C1C(=O)[O-])(F)F.FC(F)(F)C1=NC=NC=C1C(=O)[O-]